ClC1=C(C=CC2=C1C(=N[C@H](C=N2)C)C2=C(C=CC=C2F)F)Cl (3S)-6,7-dichloro-5-(2,6-difluorophenyl)-3-methyl-3H-1,4-benzodiazepine